di-iso-propylaniline C(C)(C)N(C1=CC=CC=C1)C(C)C